7-chloro-N-[(6-{[(cyclohexylmethyl)amino]methyl}imidazo[1,2-a]pyridin-2-yl)methyl]-4-oxo-4H-chromene-2-carboxamide ClC1=CC=C2C(C=C(OC2=C1)C(=O)NCC=1N=C2N(C=C(C=C2)CNCC2CCCCC2)C1)=O